N-(6-(3-cyanopyridin-2-yl)thiazolo[4,5-b]pyridin-2-yl)-4-(2-methoxyphenyl)-6-methylnicotinamide C(#N)C=1C(=NC=CC1)C=1C=C2C(=NC1)N=C(S2)NC(C2=CN=C(C=C2C2=C(C=CC=C2)OC)C)=O